4-(3-acryloxypropoxy)-benzoate C(C=C)(=O)OCCCOC1=CC=C(C(=O)[O-])C=C1